[Br-].C(CCCCCCC)C[N+](C)(C)CC octyl-ethyl-trimethyl-ammonium bromide